((2S,4S)-5-oxo-4-(prop-2-ynyl) pyrrolidin-2-yl) methylsulfonate CS(=O)(=O)O[C@@H]1NC([C@H](C1)CC#C)=O